N1C=CC=2C1=NC=CC2CO (1H-pyrrolo[2,3-b]pyridin-4-yl)methanol